tert-butyl (2-(2-((4-((3-(4-methoxyphenyl)imidazo[1,2-a]pyrazin-8-yl)amino)-2-methylphenyl)amino)-2-oxoethoxy)ethyl)carbamate COC1=CC=C(C=C1)C1=CN=C2N1C=CN=C2NC2=CC(=C(C=C2)NC(COCCNC(OC(C)(C)C)=O)=O)C